N-(2-(4-methoxyphenyl)thioacetyl)cyclohexylcarboxamide COC1=CC=C(C=C1)CC(=S)NC(=O)C1CCCCC1